[O-]S(=O)(=O)C(F)(F)F.C(C)(C)(C)C1=CC=C(C=C1)[S+](C)C (4-(tert-butyl)phenyl)dimethyl-sulfur triflate